O1COC2=C1C=CC(=C2)/C=C/C(=O)N(CC2OCCC2)C2=NNC=C2 (E)-3-(1,3-benzodioxol-5-yl)-N-(1H-pyrazol-3-yl)-N-(tetrahydrofuran-2-yl-methyl)prop-2-enamide